2''-(difluoromethyl)-3-fluoro-N-(7-fluorothiazolo[5,4]pyridin-2-yl)-5''-methoxy-2-oxo-2H-[1,2':4',4''-terpyridine]-5'-Carboxamide FC(C1=NC=C(C(=C1)C1=CC(=NC=C1C(=O)NC=1SC=2C(=CC=NC2N1)F)N1C(C(=CC=C1)F)=O)OC)F